FC(C=1C=C(C=C(C1)C(F)(F)F)C(C(=O)O)(C)C)(F)F (3,5-bis-trifluoromethyl-phenyl)-2-methyl-propionic acid